6-amino-2-(3,5-dichloro-4-((5-chloro-1-isopropyl-6-oxo-1,6-dihydropyridin-3-yl)oxy)phenyl)-1,2,4-triazine-3,5(2H,4H)-dione NC=1C(NC(N(N1)C1=CC(=C(C(=C1)Cl)OC1=CN(C(C(=C1)Cl)=O)C(C)C)Cl)=O)=O